3-(4,6-dichloro-2-methyl-3-pyridyl)piperidine-2,6-dione ClC1=C(C(=NC(=C1)Cl)C)C1C(NC(CC1)=O)=O